(R)-1-(6-(4-(5-chloro-6-methyl-1H-indazol-4-yl)-3-(2-(2-(2-methoxyethoxy)ethyl)-2H-indazol-5-yl)-5-methyl-1H-pyrazol-1-yl)-2-azaspiro[3.3]hept-2-yl)prop-2-en-1-one ClC=1C(=C2C=NNC2=CC1C)C=1C(=NN(C1C)C1CC2(CN(C2)C(C=C)=O)C1)C1=CC2=CN(N=C2C=C1)CCOCCOC